(4-((2-oxo-2,3-dihydro-1H-benzo[d]imidazol-1-yl)methyl)benzyl)carbamic acid tert-butyl ester C(C)(C)(C)OC(NCC1=CC=C(C=C1)CN1C(NC2=C1C=CC=C2)=O)=O